C1=C2N(CC=N1)C=CC=C2 pyrido[1,2-d]pyrazine